2-[(S)-1-Cyclopropylethyl]-5-[2-amino-3-(methylamino)carbonyl-1,4,7a-triaza-5-indenyl]-7-(trifluoromethyl)-1-isoindolinone C1(CC1)[C@H](C)N1C(C2=C(C=C(C=C2C1)C1=NC2=C(C(=NN2C=C1)N)C(=O)NC)C(F)(F)F)=O